3-Hydroxy-2-Butanone OC(C(C)=O)C